1-(5-(2-(2,6-dimethylpyridin-4-yl)-3-methyl-1H-indol-6-yl)pyridin-2-yl)piperidin-4-amine CC1=NC(=CC(=C1)C=1NC2=CC(=CC=C2C1C)C=1C=CC(=NC1)N1CCC(CC1)N)C